tertbutyl 4-(bis(4-methoxybenzyl)amino)-2-oxopiperidine-1-carboxylate COC1=CC=C(CN(C2CC(N(CC2)C(=O)OC(C)(C)C)=O)CC2=CC=C(C=C2)OC)C=C1